C(C1=CC=CC=C1)OC1=C(C=C(NC2=C(N=NC(=C2)Cl)C(=O)OCC)C=C1Cl)Cl ethyl 4-(4-benzyloxy-3,5-dichloro-anilino)-6-chloro-pyridazine-3-carboxylate